6-fluoroglucose FC([C@H]([C@H]([C@@H]([C@H](C=O)O)O)O)O)O